3-butoxypropane-1,2-diol C(CCC)OCC(CO)O